Allyl (12aS)-12-hydroxy-8-methoxy-6-oxo-9-((triisopropylsilyl)oxy)-12a,13-dihydro-6H-benzo[5,6][1,4]diazepino[1,2-a]indole-11(12H)-carboxylate OC1N(C2=C(C(N3[C@H]1CC1=CC=CC=C31)=O)C=C(C(=C2)O[Si](C(C)C)(C(C)C)C(C)C)OC)C(=O)OCC=C